6-Bromo-2-(tert-butyl)-1'-methylspiro[indole-3,3'-indolin]-2'-one BrC1=CC=C2C(=C1)N=C(C21C(N(C2=CC=CC=C12)C)=O)C(C)(C)C